decyl(1-methyl-4-(propan-2-ylidene)cyclohexyl)sulfane C(CCCCCCCCC)SC1(CCC(CC1)=C(C)C)C